2-[6-[2,4-difluoro-N-[(4-methoxyphenyl)methyl]anilino]pyrazin-2-yl]-2-ethyl-butanal FC1=C(N(CC2=CC=C(C=C2)OC)C2=CN=CC(=N2)C(C=O)(CC)CC)C=CC(=C1)F